N-(1,3-Benzodioxol-4-ylmethyl)-N-methyl-1-[2-(1-piperidinyl)-4-pyridinyl]methylamine O1COC2=C1C=CC=C2CN(C)CC2=CC(=NC=C2)N2CCCCC2